4-(2-{[(4as,7ar)-1-methyl-octahydro-1H-cyclopenta[b]pyridin-4a-yl]methoxy}-4-[(1s,6r)-3,9-diazabicyclo[4.2.1]non-3-yl]-8-fluoroquinazolin-7-yl)naphthalen-2-ol CN1[C@H]2[C@@](CCC1)(CCC2)COC2=NC1=C(C(=CC=C1C(=N2)N2C[C@@H]1CC[C@H](CC2)N1)C1=CC(=CC2=CC=CC=C12)O)F